FC=1C(N(CN(C1)S(=O)(=O)C1=CC=C(C)C=C1)C)=N 5-fluoro-4-imino-3-methyl-1-tosyl-3,4-dihydropyrimidine